C1(=CC=CC=C1)C(=O)C=1C(=C(C(=O)C2=CC=CC=C2)C=CC1)C(=O)C1=CC=CC=C1 diphenylcarbonyl-(benzophenone)